C(CC(C)C)N iso-amylamine